CC=1C(=C2NC=3C=CC=CC3C(N2N1)=O)C=O 2-METHYL-9-OXO-4H,9H-PYRAZOLO[3,2-B]QUINAZOLINE-3-CARBALDEHYDE